2-chloro-7-isopropyl-3-(2-methoxyethoxy)-11-oxo-6,7-dihydro-11H-benzo[f]pyrido[1,2-d][1,4]oxazepine-10-carboxylic acid ClC=1C(=CC2=C(C=3N(C(CO2)C(C)C)C=C(C(C3)=O)C(=O)O)C1)OCCOC